C1(CCC1)CC1=CN(C=2C1=NC=C(C2)C=2C(=NOC2C)C)C2=CC(=C(C=C2)S(=O)(=O)C)F 4-(3-(cyclobutylmethyl)-1-(3-fluoro-4-(methylsulfonyl)phenyl)-1H-pyrrolo[3,2-b]pyridin-6-yl)-3,5-dimethylisoxazole